5-ethynyl-6-fluoronaphthalene-2-ylisobutyrate C(#C)C1=C2C=CC(=CC2=CC=C1F)OC(C(C)C)=O